C(CCCC)(=O)NC1(CCCC1)C(=O)NCC1=CC=C(C=C1)C1=C(C=CC=C1)C1=NN=NN1 1-(pentanoylamino)-N-[[2'-(1H-tetrazol-5-yl)biphenyl-4-yl]methyl]cyclopentanecarboxamide